3,3'-[1,4-phenylenebis(methylene)]Dianiline C1(=CC=C(C=C1)CC=1C=C(N)C=CC1)CC=1C=C(N)C=CC1